C(C)(C)(C)OC(=O)N(CCC=1OC(=CN1)CC(=O)OCC)CC1=CC(=C(C=C1)OC(F)(F)F)Cl Ethyl 2-(2-(2-((tert-butoxycarbonyl)(3-chloro-4-(trifluoromethoxy)benzyl)amino)ethyl)oxazol-5-yl)acetate